3,4-dibromo-1-((2-(trimethylsilyl)ethoxy)methyl)-1H-pyrazolo[3,4-b]pyridine BrC1=NN(C2=NC=CC(=C21)Br)COCC[Si](C)(C)C